(2,4-difluoro-5-(trifluoromethyl)phenyl)zinc(II) chloride [Cl-].FC1=C(C=C(C(=C1)F)C(F)(F)F)[Zn+]